(3S,4R)-3-fluoro-1-(4-((5-isopropyl-8-((2R,3S)-2-methyl-3-((methylsulfonyl)methyl)azetidin-1-yl)-2,6-naphthyridine-3-yl)amino)-1,3,5-triazin-2-yl)-4-methylpiperidin-4-ol F[C@H]1CN(CC[C@]1(O)C)C1=NC=NC(=N1)NC=1N=CC2=C(C=NC(=C2C1)C(C)C)N1[C@@H]([C@H](C1)CS(=O)(=O)C)C